C(C)(C)(C)OC(=O)N1C(OC[C@H]1C(CCC=C)=O)(C)C.N1=C(N=CC=C1)C=CN1CCOCC1 4-[2-pyrimidin-2-ylvinyl]morpholine tert-Butyl-(4S)-2,2-dimethyl-4-pent-4-enoyl-oxazolidine-3-carboxylate